C(C)(C)(C)C=1C=C(N(N1)C1=CC=C(C=C1)Cl)NC(NC=1SC(=CN1)CCC1=CC(=NC=C1)NC(C)=O)=O N-{4-[2-(2-{3-[5-tert-Butyl-2-(4-chloro-phenyl)-2H-pyrazol-3-yl]-ureido}-thiazol-5-yl)-ethyl]-pyridin-2-yl}-acetamide